1-Tert-butyl 3-(4-(4-ethylpyridin-3-yl)-7-fluoro-2-(4-(3-methoxy-5-methylpyridin-2-yl)piperazine-1-carbonyl)-1H-indol-6-yl)-5,6-dihydropyridine-1(2H)-carboxylate C(C)C1=C(C=NC=C1)C1=C2C=C(NC2=C(C(=C1)C=1CN(CCC1)C(=O)OC(C)(C)C)F)C(=O)N1CCN(CC1)C1=NC=C(C=C1OC)C